ClCC(=O)NC1=CC2=C(OCO2)C=C1OC 2-chloro-N-(6-methoxybenzo-[d][1,3]dioxol-5-yl)acetamide